O=C1NC(CCC1N1C(C2=CC=CC=C2C1=O)CC(=O)[O-])=O 2-[2-(2,6-dioxo-3-piperidyl)-3-oxo-isoindolin-1-yl]acetate